C(C1=CC=CC=C1)OCC1=NOC(=C1)C(C(=O)OC)C(C)C methyl 2-(3-((benzyloxy)methyl) isoxazol-5-yl)-3-methylbutanoate